1-methyl-3-((6-(thiazol-4-ylmethoxy)-1H-indol-2-yl)methyl)urea CNC(=O)NCC=1NC2=CC(=CC=C2C1)OCC=1N=CSC1